6-(4-(3-(1-Methyl-1H-indazol-6-yl)-1,4-dihydrothieno[2',3':4,5]cyclopenta[1,2-c]pyrazol-6-yl)benzyl)-2-oxa-6-azaspiro[3.3]heptane CN1N=CC2=CC=C(C=C12)C=1C2=C(NN1)C1=C(C2)SC(=C1)C1=CC=C(CN2CC3(COC3)C2)C=C1